6-tert-butyl-4-(2,6-difluorophenoxy)-5-(3-fluorophenyl)thieno[2,3-d]pyrimidine C(C)(C)(C)C1=C(C2=C(N=CN=C2OC2=C(C=CC=C2F)F)S1)C1=CC(=CC=C1)F